ethyl (2R)-5-([1,1'-biphenyl]-4-yl)-4-amino-2-methylpentanoate hydrochloride Cl.C1(=CC=C(C=C1)CC(C[C@H](C(=O)OCC)C)N)C1=CC=CC=C1